4-amino-5-(2-bromo-5-chlorophenyl)-4H-1,2,4-triazole-3-thiol NN1C(=NN=C1C1=C(C=CC(=C1)Cl)Br)S